N-(1-(3-Fluoro-2'-methoxy-[1,1'-biphenyl]-4-yl)-2-oxopiperidin-3-yl)-3,5-dimethylisoxazol-4-sulfonamid FC=1C=C(C=CC1N1C(C(CCC1)NS(=O)(=O)C=1C(=NOC1C)C)=O)C1=C(C=CC=C1)OC